FC=1C=CC=C2C(C(NC12)=O)=O 7-fluoroindole-2,3-dione